(7-(2-(4-(6-fluorobenzo[b]thiophen-4-yl)piperazin-1-yl)ethyl)-2-oxo-3,4-dihydroquinolin-1(2H)-yl)methyl isopropyl carbonate C(OCN1C(CCC2=CC=C(C=C12)CCN1CCN(CC1)C1=CC(=CC=2SC=CC21)F)=O)(OC(C)C)=O